C(#N)CC(=O)N[C@H]1C[C@H](CCC1)C(=O)NC1=NC=C(C(=C1)C1=CC2=C(N(N=C2C(=C1)F)C)C(C)C)C (1S,3R)-3-(2-cyanoacetamido)-N-(4-(7-fluoro-3-isopropyl-2-methyl-2H-indazol-5-yl)-5-methylpyridin-2-yl)cyclohexane-1-carboxamide